methyl 4-amino-3-chloro-6-(4-chloro-2-fluoro-3-methoxyphenyl)2-pyridinecarboxylate NC1=C(C(=NC(=C1)C1=C(C(=C(C=C1)Cl)OC)F)C(=O)OC)Cl